[Ge].[Al] aluminum germanium salt